BrC=1C=C(C=C2C=CNC12)S(=O)(=O)N(C)C(C)(C)C 7-bromo-N-tert-butyl-N-methyl-1H-indole-5-sulfonamide